The molecule is a branched chain fatty acid with methyl branching at C-2, -4 and -6, and with a double bond at C-2. It is a branched-chain fatty acid, an alpha,beta-unsaturated monocarboxylic acid and a monounsaturated fatty acid. CCCCCCCCCCCCCCCCCCC(C)CC(C)/C=C(\\C)/C(=O)O